ClCC1=CC(=C2C(NC(=NC2=C1)CSC1CCOCC1)=O)F 7-(chloromethyl)-5-fluoro-2-(((tetrahydro-2H-pyran-4-yl)thio)methyl)quinazolin-4(3H)-one